2-[(2S)-2-methoxypropanoyl]-5-({2-[(2S)-2-methoxypropanoyl]-1,3-dioxo-2,3-dihydro-1H-inden-5-yl}oxy)-2,3-dihydro-1H-indene-1,3-dione CO[C@H](C(=O)C1C(C2=CC=C(C=C2C1=O)OC=1C=C2C(C(C(C2=CC1)=O)C([C@H](C)OC)=O)=O)=O)C